((1S,4R,6R)-6-((5-bromopyridin-2-yl)amino)-2-azabicyclo[2.2.2]oct-2-yl)(6-methyl-3-(pyrimidin-2-yl)pyridin-2-yl)methanone BrC=1C=CC(=NC1)N[C@@H]1C[C@@H]2CN([C@H]1CC2)C(=O)C2=NC(=CC=C2C2=NC=CC=N2)C